N1C(=NC2=C1C=CC=C2)C2=CC(=NN2C)NC(=O)C=2C=NC(=CC2)N2C[C@H](NCC2)C N-[5-(1H-benzimidazol-2-yl)-1-methyl-pyrazol-3-yl]-6-[(3R)-3-methylpiperazin-1-yl]pyridine-3-carboxamide